COC(=O)C=1C=C2CCC(C2=CC1)=O 1-oxo-2,3-dihydro-1H-indene-5-carboxylic acid methyl ester